C(C)(=O)C1=CC(=NC(=C1)N1C=NC2=C1C=CC(=C2)NC=2N=NC(=CC2)C)N2N=C(C=C2C)C#N 1-[4-acetyl-6-[5-[(6-methylpyridazin-3-yl)amino]benzimidazol-1-yl]-2-pyridyl]-5-methyl-pyrazole-3-carbonitrile